C(C(C)C)(=O)N[C@H](C(=O)OCC1=CC=CC=C1)CC(C)C (S)-Benzyl 2-isobutyramido-4-methylpentanoate